N-[2-(benzyloxycarbonylamino)-6-(bromomethyl)-3-pyridinyl]carbamic acid benzyl ester C(C1=CC=CC=C1)OC(NC=1C(=NC(=CC1)CBr)NC(=O)OCC1=CC=CC=C1)=O